CN(CCNC(CCC1CCN(CC1)C=1N=NC(=C2C1NC(=C2)C2=CC=C(C=C2)C)C)=O)C N-(2-(dimethylamino)ethyl)-3-(1-(4-methyl-2-(p-tolyl)-1H-pyrrolo[2,3-d]pyridazin-7-yl)piperidin-4-yl)propanamide